CC1(C=[N+](C2=CC=CC=C12)CCOCCCCC(OC1=CC=CC=C1)=O)C 3,3-dimethyl-1-(2-((5-oxo-5-phenoxypentyl)oxy)ethyl)-3H-indol-1-ium